1,1'-(10-(2-ethylbutyl)phenothiazine-3,6-diyl)diacetone C(C)C(CN1C2=CC=CC(=C2SC=2C=C(C=CC12)CC(=O)C)CC(=O)C)CC